[N+](=O)([O-])C1=C(C=CC=C1)N1C2=CC=CC=C2C=2C=CC=CC12 9-(2-nitrophenyl)-9H-carbazole